NC1=NC=C(C=2N=C(N=CC21)NC2CCCCC2)C2=CC=C(C=C2)F (1R,4R)-4-((5-amino-8-(4-fluorophenyl)pyrido[4,3-d]pyrimidin-2-yl)amino)cyclohexane